(5-bromo-1H-pyrrolo[2,3-b]pyridin-3-yl)(3-nitrophenyl)methanone BrC=1C=C2C(=NC1)NC=C2C(=O)C2=CC(=CC=C2)[N+](=O)[O-]